5-chloro-3-phenylbenzo[e][1,4,3]oxathiazin-1,1-dioxide ClC1=CC=CC=2S(N=C(OC21)C2=CC=CC=C2)(=O)=O